C1(=CC=CC=C1)C1=C(C(=NN=N1)C1=CC=CC=2[Se]C3=C(C21)C=CC=C3)C3=CC=CC=2OC1=C(C23)C=CC=C1 [(phenyl)(dibenzofuranyl)triazineyl]dibenzoselenophene